C(=O)(O)C=1C=C(C(=O)C2=CC(=CC=C2)C(C2=CC(=C(C=C2)C(=O)O)C(=O)O)=O)C=CC1C(=O)O 1,3-bis(3,4-dicarboxybenzoyl)benzene